7-((1,1-dioxidotetrahydro-2H-thiopyran-4-yl)methoxy)-5-fluoro-2-(((tetrahydro-2H-pyran-4-yl)thio)methyl)quinazolin-4(3H)-one O=S1(CCC(CC1)COC1=CC(=C2C(NC(=NC2=C1)CSC1CCOCC1)=O)F)=O